C(CCCCCCCCCCCCCCCCC)(=O)O.C(CCCCCCCCCCCCCCCCC)(=O)O.C(CCCCCCCCCCCCCCCCC)(=O)O.C(CCCCCCCCCCCCCCCCC)(=O)O.C(CCCC)O amyl alcohol tetrastearate